2-(2,6-dioxopiperidin-3-yl)-5-fluoro-6-(4-((9-(5-methoxy-2-methyl-4-nitrophenyl)-3,9-diazaspiro[5.5]undecane-3-yl)methyl)piperidin-1-yl)isoindoline-1,3-dione O=C1NC(CCC1N1C(C2=CC(=C(C=C2C1=O)F)N1CCC(CC1)CN1CCC2(CC1)CCN(CC2)C2=C(C=C(C(=C2)OC)[N+](=O)[O-])C)=O)=O